2-{2-[2-(2-amino-acetyl)-1,2,3,4-tetrahydro-isoquinolin-6-ylamino]-5-bromo-pyrimidin-4-ylamino}-N-methyl-benzamide NCC(=O)N1CC2=CC=C(C=C2CC1)NC1=NC=C(C(=N1)NC1=C(C(=O)NC)C=CC=C1)Br